5-(2,4-difluorophenyl)-N-[2-[6-(4,5-dimethyl-3-pyridyl)-2-pyridyl]-2-(1-methylpyrazol-4-yl)propyl]isoxazole-3-carboxamide FC1=C(C=CC(=C1)F)C1=CC(=NO1)C(=O)NCC(C)(C=1C=NN(C1)C)C1=NC(=CC=C1)C=1C=NC=C(C1C)C